N-(3-((6-(4H-1,2,4-triazol-4-yl)-1H-indazol-4-yl)amino)propyl)-3-((4-cyclobutoxy-3-(hydroxymethyl)benzyl)amino)propanamide N=1N=CN(C1)C1=CC(=C2C=NNC2=C1)NCCCNC(CCNCC1=CC(=C(C=C1)OC1CCC1)CO)=O